piperidin-1-yl-1-methyl-1H-indazol-3-yl-piperidine N1(CCCCC1)C1N(CCCC1)C1=NN(C2=CC=CC=C12)C